CC1(C2=CC=CC=C2N(C=2C=CCCC12)C1=CC=C(C=C1)C1=CC=2NC3=CC(=CC=C3C2C=C1)C1=CC=C(C=C1)N1C=2C=CCCC2C(C2=CC=CC=C12)(C)C)C 2,7-bis(4-(9,9-dimethyldihydroacridin-10(9H)-yl)phenyl)-9H-carbazole